(6Z,9Z,12Z,15Z,18Z)-tetracosa-6,9,12,15,18-pentaenoic acid C(CCCC\C=C/C\C=C/C\C=C/C\C=C/C\C=C/CCCCC)(=O)O